C(C)(=O)NC1=C(C=CC(=C1)S(=O)(=O)Cl)C1=CC=CC=C1 acetamido-[1,1'-biphenyl]-4-sulfonyl chloride